O=C1N(CC2=CC(=CC=C12)CN1CCC(CC1)C=1C2=C(N=CN1)SC=C2C2=CC=CC=C2)N2C(NC(CC2)=O)=O 1-(1-oxo-5-((4-(5-phenylthieno[2,3-d]pyrimidin-4-yl)piperidin-1-yl)methyl)isoindolin-2-yl)dihydropyrimidine-2,4(1H,3H)-dione